C(#N)C1=CC(=C(C=C1)NS(=O)(=O)C1=CNC=C1CC1=CC(=CC=C1)C(F)(F)F)F N-(4-cyano-2-fluoro-phenyl)-4-[[3-(trifluoromethyl)phenyl]methyl]-1H-pyrrole-3-sulfonamide